titanium diammonium di(2-hydroxypropionate) hydroxide [OH-].OC(C(=O)[O-])C.OC(C(=O)[O-])C.[NH4+].[NH4+].[Ti+]